2-bromo-6-mesitylpyridin BrC1=NC(=CC=C1)C1=C(C=C(C=C1C)C)C